C1(CCCC1)NC1=CC=C(C=C1)[C@@H]1N(CCC[C@@H]1C(=O)NC1=CC(=C(C=C1)C)C(F)(F)F)C(C1=C(C=CC=C1C)F)=O (2R,3S)-2-[4-(cyclopentylamino)phenyl]-1-(2-fluoro-6-methyl-benzoyl)-N-[4-methyl-3-(trifluoromethyl)phenyl]piperidine-3-carboxamide